Cl.NC1CC2CCC(C1)N2C(=O)C2=CC(=C(S2)C2=CC(=C(OC(CCCCCC[NH-])O)C=C2)O)C2=CC(=C(C=C2)C#N)F 7-(4-(5-(3-amino-8-azabicyclo[3.2.1]octane-8-carbonyl)-3-(4-Cyano-3-fluorophenyl)thiophen-2-yl)-2-hydroxyphenoxy)-N-hydroxyheptylamide hydrochloride